(S)-N-(1-(4-(N-cyclobutylsulfamoyl)phenylamino)-1-oxo-3-phenylprop-2-yl)-5-fluoropyridinamide C1(CCC1)NS(=O)(=O)C1=CC=C(C=C1)NC([C@H](CC1=CC=CC=C1)NC(=O)C1=NC=C(C=C1)F)=O